1-(2-((4-(((1,1,1,3,3,3-Hexafluoropropan-2-yl)oxy)carbonyl)piperazin-1-yl)methyl)-5-(trifluoromethyl)phenyl)cyclopentane-1-carboxylic acid FC(C(C(F)(F)F)OC(=O)N1CCN(CC1)CC1=C(C=C(C=C1)C(F)(F)F)C1(CCCC1)C(=O)O)(F)F